C1(CCC1)N1C(C(N(CC1)[C@H](C)C1=NC=C(C=N1)C1=CC=CC=C1)=O)=O |o1:10| (R or S)-1-cyclobutyl-4-(1-(5-phenylpyrimidin-2-yl)ethyl)piperazine-2,3-dione